BrC1=CC2=C(N(C(CCC2)=O)C([2H])([2H])[2H])C=C1 7-bromo-1-trideuteriomethyl-4,5-dihydro-1H-benzo[b]azepin-2(3H)-one